(R)-(2,2-dimethyl-1,3-dioxolan-4-yl)methanol CC1(OC[C@H](O1)CO)C